N-[3-fluoro-4-[(7-methoxy-1,5-naphthyridin-4-yl)oxy]phenyl]-5-(4-fluoro-3-methylphenyl)-4-hydroxy-2-methylpyridine-3-carboxamide FC=1C=C(C=CC1OC1=CC=NC2=CC(=CN=C12)OC)NC(=O)C=1C(=NC=C(C1O)C1=CC(=C(C=C1)F)C)C